4-((8-fluoro-2,5-dimethyl-4,5-dihydro-[1,2,4]triazolo[1,5-a]quinoxalin-6-yl)amino)-N-(methyl-d3)-6-(3-methylureido)pyridazine-3-carboxamide FC1=CC(=C2N(CC=3N(C2=C1)N=C(N3)C)C)NC3=C(N=NC(=C3)NC(=O)NC)C(=O)NC([2H])([2H])[2H]